3-(pyridazin-3-yloxy)azetidin N1=NC(=CC=C1)OC1CNC1